3-(6-bromo-2-pyridinyl)-6-(difluoromethyl)imidazo[1,2-a]Pyrazine BrC1=CC=CC(=N1)C1=CN=C2N1C=C(N=C2)C(F)F